C/C(=C(/C(=O)O)\CC1CCCC1)/C(=O)O monomethylcyclopentyl-citraconic acid